Pyrrolopyrrol boron [B].N1=CC=C2C1=CC=N2